N1=CC(=CC=C1)CC1(C(C=CC=C1)N)N 1-(pyridin-3-ylmethyl)benzene-1,2-diamine